COCCOCCOCCOC=1C=C(C(=O)O)C=C(C1OCCOCCOCCOC)OCCOCCOCCOC 3,4,5-tris(2-(2-(2-methoxyethoxy)ethoxy)ethoxy)benzoic acid